sodium dioctylsulfosuccinate, disodium salt [Na+].[Na+].C(CCCCCCC)C(C(C(=O)[O-])S(=O)(=O)O)(C(=O)[O-])CCCCCCCC.[Na+]